ClC1=CC(=C(OC2=C(OC(=CC2=O)C)C2=CC=C(C=C2)[S@@](=O)C)C=C1)F (S)-3-(4-chloro-2-fluorophenoxy)-6-methyl-2-(4-(methylsulfinyl)phenyl)-4H-pyran-4-one